N-(2-(4-((4-(1H-Indol-3-yl)-1H-1,2,3-triazol-1-yl)methyl)piperidin-1-yl)ethyl)benzenesulfonamid N1C=C(C2=CC=CC=C12)C=1N=NN(C1)CC1CCN(CC1)CCNS(=O)(=O)C1=CC=CC=C1